7-methyl-3-{2-[(piperidin-3-yl)amino]-5-(trifluoromethyl)pyrimidin-4-yl}-7H,8H-pyrrolo[2,3-c]azepin-8-one CN1C(C=2C(=CC=C1)C(=CN2)C2=NC(=NC=C2C(F)(F)F)NC2CNCCC2)=O